C([2H])([2H])([2H])C=1C(=C(N=NC1)C(=O)N)S(=O)(=O)C (methyl-d3)-4-(methylsulfonyl)pyridazine-3-carboxamide